(R)-3-(N-(4-chloro-5-cyano-2-(1-cyclobutylethoxy)phenyl)sulfamoyl)-4-cyclopropylbenzoic acid ClC1=CC(=C(C=C1C#N)NS(=O)(=O)C=1C=C(C(=O)O)C=CC1C1CC1)O[C@H](C)C1CCC1